C(#N)C1(COC1)COC1=C2C(=NC(=C1)C1=CN(C3=CN=C(C=C31)NC(C)=O)C)C3(OCC2)COCC3 N-(3-(4'-((3-cyanooxetan-3-yl)methoxy)-4,5,5',6'-tetrahydro-2H-spiro[furan-3,8'-pyrano[3,4-b]pyridin]-2'-yl)-1-methyl-1H-pyrrolo[2,3-c]pyridin-5-yl)acetamide